5-bromo-6,8-difluoro-2-(methylthio)quinazolin-4(3H)-one BrC1=C2C(NC(=NC2=C(C=C1F)F)SC)=O